COC(CNC(=O)C1=C(C(=NN1COCC[Si](C)(C)C)COC)C)OC N-(2,2-dimethoxyethyl)-3-(methoxymethyl)-4-methyl-1-((2-(trimethylsilyl)ethoxy)methyl)-1H-pyrazole-5-carboxamide